6-(4,6-Dichloro-5-hydroxypyridin-2-yl)-N2,N4-bis(1,1,1-trifluoropropan-2-yl)-1,3,5-triazine-2,4-diamine ClC1=CC(=NC(=C1O)Cl)C1=NC(=NC(=N1)NC(C(F)(F)F)C)NC(C(F)(F)F)C